COC1=C(OCCOCCO)C=C(C(=C1)C)[N+](=O)[O-] 2-(2-(2-methoxy-4-methyl-5-nitrophenoxy)ethoxy)ethan-1-ol